4-(((4-methoxybenzyl)amino)(4-methoxyphenyl)methyl)benzonitrile COC1=CC=C(CNC(C2=CC=C(C#N)C=C2)C2=CC=C(C=C2)OC)C=C1